6-Chloro-9-fluorotetrazolo[5,1-a]phthalazine ClC1=NN2C(C3=CC(=CC=C13)F)=NN=N2